(S)-8-(6-amino-5-((2-amino-3-chloropyridin-4-yl)thio)-3-methylpyrazin-2-yl)-2-isopropyl-8-azaspiro[4.5]dec-2-en-1-amine NC1=C(N=C(C(=N1)N1CCC2(CC=C([C@H]2N)C(C)C)CC1)C)SC1=C(C(=NC=C1)N)Cl